[(1S,2S,4R)-2-hydroxy-4-(2-methyl-1H-imidazo[4,5-d]thieno[3,2-b]pyridin-1-yl)cyclohexyl]acetonitrile trifluoroacetate FC(C(=O)O)(F)F.O[C@@H]1[C@@H](CC[C@H](C1)N1C(=NC=2C1=C1C(=NC2)C=CS1)C)CC#N